3-[4-({3-[(2R,6S)-2,6-dimethylmorpholine-4-carbonyl]-5,6-dihydrocyclopenta[c]pyrazol-1(4H)-yl}acetyl)piperazin-1-yl]-2-methylbenzonitrile C[C@@H]1CN(C[C@@H](O1)C)C(=O)C=1C2=C(N(N1)CC(=O)N1CCN(CC1)C=1C(=C(C#N)C=CC1)C)CCC2